(R)-6-Chloro-5-fluoro-1'-(4-((5-(trifluoromethyl)pyridin-3-yl)methyl)-1H-imidazole-2-carbonyl)spiro[benzo[d][1,3]oxazine-4,3'-piperidin]-2(1H)-one ClC1=C(C2=C(NC(O[C@@]23CN(CCC3)C(=O)C=3NC=C(N3)CC=3C=NC=C(C3)C(F)(F)F)=O)C=C1)F